((2S,4R,5R)-4-acetoxy-5-(2-amino-7-(2-(hydroxyamino)-2-oxoethyl)-8-oxo-7,8-dihydro-9H-purin-9-yl)tetrahydrofuran-2-yl)methylacetat C(C)(=O)O[C@@H]1C[C@H](O[C@H]1N1C2=NC(=NC=C2N(C1=O)CC(=O)NO)N)COC(C)=O